diphenyl-1,3-butadiene C1(=CC=CC=C1)C(C(=C)C1=CC=CC=C1)=C